ClC=1C=C(\C=C/2\C(N(C(C2)=O)C(CCCCCC[NH-])O)=O)C=CC1 (E)-7-(3-(3-chlorobenzylidene)-2,5-dioxopyrrolidinyl)-N-hydroxyheptylamide